FC1(CCN(CC1)C1CN(C1)[C@@H]1[C@H](CCCC1)OC=1C=C2CN(C(C2=CC1)=O)C1C(NC(CC1)=O)=O)F 3-(5-(((1S,2S)-2-(3-(4,4-difluoropiperidin-1-yl)azetidin-1-yl)cyclohexyl)oxy)-1-oxoisoindolin-2-yl)piperidine-2,6-dione